CC1=C(OC2=C(C=C(C=C2C1=O)C)[C@@H](C)N[S@](=O)C(C)(C)C)C1=CC=CC=C1 (R)-N-[(1R)-1-(3,6-Dimethyl-4-oxo-2-phenyl-chromen-8-yl)ethyl]-2-methyl-propane-2-sulfinamide